phenyl-(biphenylyl)(biphenylyl)dibenzoselenophenyl[phenyl(biphenylyl)triazinyl]biphenyl C1(=CC=CC=C1)C1=C(C(=C(C(=C1C1=CC=CC=C1)C1=NN=NC(=C1C1=C(C=CC=C1)C1=CC=CC=C1)C1=CC=CC=C1)C1=CC=CC=2[Se]C3=C(C21)C=CC=C3)C3=C(C=CC=C3)C3=CC=CC=C3)C3=C(C=CC=C3)C3=CC=CC=C3